(R)-1'-(5-((2-amino-3-chloropyridin-4-yl)thio)pyrazin-2-yl)spiro[indoline-2,4'-piperidin] NC1=NC=CC(=C1Cl)SC=1N=CC(=NC1)N1CCC2(CC1)NC1=CC=CC=C1C2